6-chloro-4-(((1S,5R)-5-hydroxyadamantan-2-yl)amino)-1H-pyrazole ClC1C2(CC3C([C@@H](CC1C3)C2)NC=2C=NNC2)O